2-(5-bromo-7-fluoro-2',4'-dioxo-2,3-dihydrospiro[indene-1,5'-oxazolidine]-3'-yl)acetic acid t-butyl ester C(C)(C)(C)OC(CN1C(OC2(C1=O)CCC1=CC(=CC(=C12)F)Br)=O)=O